ClC=1C=C(C=CC1F)NC(N(C)[C@@H]1CCCC2=NC(=C3C=CC=CC3=C12)OC)=O (R)-3-(3-chloro-4-fluorophenyl)-1-(6-methoxy-1,2,3,4-tetrahydrophenanthridin-1-yl)-1-methylurea